Cl.C[C@@H](CCC)NC=1N=CC2=C(N1)N(C=C2C2=CC=C(C=C2)CN2CCNCC2)[C@@H]2CC[C@H](CC2)O trans-4-[2-[(2S)-pentan-2-ylamino]-5-[4-(piperazin-1-ylmethyl)phenyl]pyrrolo[2,3-d]pyrimidin-7-yl]cyclohexan-1-ol hydrochloride